CCCCCCCCC(CCCCCCCCC)N cis-9-octadecyl-amine